CC=1C=C(C=C2C=CNC12)SC 7-methyl-5-(methylthio)-1H-indole